C(CCCCCCCCCCCCCCCCCCCCC)(=O)OCCCCCCCCCCCCCCCCCC octadecanol behenate